Sodium salicylat C(C=1C(O)=CC=CC1)(=O)[O-].[Na+]